6-fluoro-8-(5-(((5-fluoro-2,3-dihydrobenzofuran-4-yl)methyl)amino)-[1,2,4]triazolo[4,3-c]pyrimidin-8-yl)imidazo[1,2-a]pyridine-3-carbonitrile FC=1C=C(C=2N(C1)C(=CN2)C#N)C=2C=1N(C(=NC2)NCC2=C(C=CC3=C2CCO3)F)C=NN1